N1(N=CN=C1)CC(CC)O (1,2,4-triazol-1-yl)-2-butanol